4-amino-2-butanol NCCC(C)O